ClC=1C=C(OCC(=O)NC)C=C(C1CC1=C(C(=C(C=C1)O)C(C)C)F)Cl 2-(3,5-dichloro-4-(2-fluoro-4-hydroxy-3-isopropylbenzyl)phenoxy)-N-methylacetamide